3-methyl-1,4-diazaspiro[5.6]dodecane-2,5-dione CC1C(NC2(C(N1)=O)CCCCCC2)=O